2,2',3,4,6'-pentahydroxybenzophenone OC1=C(C(=O)C2=C(C=CC=C2O)O)C=CC(=C1O)O